4-((1-(methylsulfonyl)indol-7-yl)amino)pyrimidine-5-carboxylic acid methyl ester COC(=O)C=1C(=NC=NC1)NC=1C=CC=C2C=CN(C12)S(=O)(=O)C